COC=1C=C2C(=NN(C2=C2C1C=CC=C2)C2=CC=NC=C2)C 5-methoxy-3-methyl-1-(pyridin-4-yl)-1H-benzo[g]indazole